FC(=CBr)F 1,1-difluoro-2-bromoethylene